BrCC=1C=C(C=C(C1)COC1=CC(=CC=C1)CO)CO (3-(bromomethyl)-5-((3-(hydroxymethyl)phenoxy)methyl)phenyl)methanol